CN1N=CC2=CC=C(C=C12)C=1C2=C(NN1)C1=C(C2)SC(=C1)C=1C=C(C=CC1)C(=O)N1CCOCC1 (3-(3-(1-methyl-1H-indazol-6-yl)-1,4-dihydrothieno[2',3':4,5]cyclopenta[1,2-c]pyrazol-6-yl)phenyl)(morpholino)methanone